LITHIUM PHOSPHORUS OXYSULFIDE O=S.[P].[Li]